CN1CC2CNC=3N(C2CC1)N=C(C3C(=O)N)C3=CC=C1C=CC(=NC1=C3)C3=CC=CC=C3 7-methyl-2-(2-phenylquinolin-7-yl)-4,5,5a,6,7,8,9,9a-octahydropyrazolo[1,5-a]pyrido[3,4-e]pyrimidine-3-carboxamide